(Z)-2-(2-((tert-butyldimethylsilyl)oxy)vinyl)isoindoline-1,3-dione [Si](C)(C)(C(C)(C)C)O\C=C/N1C(C2=CC=CC=C2C1=O)=O